3,5-difluoro-4-(4-(trifluoromethyl)phenoxy)benzaldehyde FC=1C=C(C=O)C=C(C1OC1=CC=C(C=C1)C(F)(F)F)F